methyl (S)-4-ethyl-1-(oxetan-2-ylmethyl)-1H-imidazole-5-carboxylate C(C)C=1N=CN(C1C(=O)OC)C[C@H]1OCC1